N-(4-methylbenzylidene)-4-methylaniline CC1=CC=C(C=NC2=CC=C(C=C2)C)C=C1